(2-cyclopropoxy-4-fluorophenyl)(6-(3-(2-(trifluoromethyl)phenyl)pyrrolidin-1-yl)-2-azaspiro[3.3]heptan-2-yl)methanone C1(CC1)OC1=C(C=CC(=C1)F)C(=O)N1CC2(C1)CC(C2)N2CC(CC2)C2=C(C=CC=C2)C(F)(F)F